OC1=CC=2C=3C=C4C(=C(C3N(C2C=C1)C)C)C=CN=C4C(=O)N 9-hydroxy-5,6-dimethyl-6H-pyrido[4,3-b]Carbazole-1-carboxamide